trans-4-(4-chlorophenyl)cyclohexane-1-carboxylic acid ClC1=CC=C(C=C1)[C@@H]1CC[C@H](CC1)C(=O)O